C(C)C1=CC=CC=2C3=CC=CC=C3C(CC12)=O ethyl-phenanthrone